1,3-bis-[2-(4-aminophenyl)-2-propyl]Benzene NC1=CC=C(C=C1)C(C)(C)C1=CC(=CC=C1)C(C)(C)C1=CC=C(C=C1)N